N-(5-chloro-6-(2H-1,2,3-triazol-2-yl)pyridin-3-yl)-1-(7-chlorothieno[2,3-c]pyridin-4-yl)-5-(trifluoromethyl)-1H-pyrazole-4-carboxamide ClC=1C=C(C=NC1N1N=CC=N1)NC(=O)C=1C=NN(C1C(F)(F)F)C1=C2C(=C(N=C1)Cl)SC=C2